(3S)-1-[6-(2,4-dioxo-1H-pyrimidin-5-yl)-3-methyl-pyridazin-4-yl]pyrrolidine-3-carboxamide O=C1NC=C(C(N1)=O)C1=CC(=C(N=N1)C)N1C[C@H](CC1)C(=O)N